FC1=C(C=CC2=C1C=CO2)C2CN(C(CO2)C)C 2-(4-fluorobenzofuran-5-yl)-4,5-dimethylmorpholine